1-(3-((5-(difluoromethyl)-2-((3-methyl-1-(1-methylpyrrolidin-3-yl)-1H-pyrazol-4-yl)amino)pyrimidin-4-yl)amino)propyl)azetidin-2-one FC(C=1C(=NC(=NC1)NC=1C(=NN(C1)C1CN(CC1)C)C)NCCCN1C(CC1)=O)F